(R)-2'-ethoxy-N-(1-methylpyrrolidin-3-yl)-5-((2-(2-(trifluoromethyl)thiazole-4-carbonyl)-2-azaspiro[3.3]heptan-6-yl)oxy)-[2,3'-bipyridine]-6-carboxamide C(C)OC1=NC=CC=C1C1=NC(=C(C=C1)OC1CC2(CN(C2)C(=O)C=2N=C(SC2)C(F)(F)F)C1)C(=O)N[C@H]1CN(CC1)C